C(=O)(O)CCNCCC(=O)O N-(2-carboxyethyl)-beta-alanine